C(C)OC(=O)C=1C=NC=NC1C 6-methylpyrimidine-5-carboxylic acid ethyl ester